ClC1=NC(=CC=C1NC(CN1C=2N(C(C(=C1CC)N1CCNCC1)=O)N=C(N2)C=2CCOCC2)=O)C(F)(F)F N-[2-chloro-6-(trifluoromethyl)pyridin-3-yl]-2-[2-(3,6-dihydro-2H-pyran-4-yl)-5-ethyl-7-oxo-6-(piperazin-1-yl)[1,2,4]triazolo[1,5-a]pyrimidin-4-yl]acetamide